n-Butyl-Benzisothiazolinone C(CCC)C1=NS(C2=C1C=CC=C2)=O